(±)-1,2-diaminocyclohexane NC1C(CCCC1)N